1-bromo-3-(1-fluorocyclopropyl)benzene Allyl-(S)-2-((((9H-fluoren-9-yl)methoxy)carbonyl)amino)-3-(1H-pyrrolo[2,3-b]pyridin-3-yl)propanoate C(C=C)OC([C@H](CC1=CNC2=NC=CC=C21)NC(=O)OCC2C1=CC=CC=C1C=1C=CC=CC21)=O.BrC2=CC(=CC=C2)C2(CC2)F